5-fluoro-2-((4-fluoro-2-methylphenyl)amino)-4-(trifluorometh-oxy)benzoic acid FC=1C(=CC(=C(C(=O)O)C1)NC1=C(C=C(C=C1)F)C)OC(F)(F)F